O=C1N(C(C2=CC=CC=C12)=O)C1CC(C1)O 3-(1,3-dioxo-2,3-dihydro-1H-isoindol-2-yl)-1-hydroxycyclobutane